NC1=NC(=C(C=2N1C(N(N2)CC=2N(C=CN2)C)=O)C2=CC(=NC(=C2)CO)Cl)C2=CC=CC=C2 5-amino-8-[2-chloro-6-(hydroxymethyl)-4-pyridinyl]-2-[(1-methylimidazol-2-yl)methyl]-7-phenyl-[1,2,4]triazolo[4,3-c]pyrimidin-3-one